7-(4-chlorophenyl)-1-methyl-8-(2-methylpyrazol-3-yl)-3-[[2-(trimethylsilyl)ethoxy]methyl]purine-2,6-dione ClC1=CC=C(C=C1)N1C(=NC=2N(C(N(C(C12)=O)C)=O)COCC[Si](C)(C)C)C=1N(N=CC1)C